C(N1C(N(C2=NC(=NC=C12)NC=1C(=CC=2N(C1)C=NN2)C)C2(CCOCC2)C#N)=O)([2H])([2H])[2H] 4-(7-(Methyl-d3)-2-((7-methyl-[1,2,4]triazolo[4,3-a]pyridin-6-yl)amino)-8-oxo-7,8-dihydro-9H-purin-9-yl)tetrahydro-2H-pyran-4-carbonitrile